FC1(CN(CCC1)CC1=CC=C(C=C1)C=1C=C2C(=NC1)N(C=C2C=2C=NC(=CC2)OC)S(=O)(=O)C2=CC=C(C)C=C2)F 5-(4-((3,3-difluoropiperidin-1-yl)methyl)phenyl)-3-(6-methoxypyridin-3-yl)-1-tosyl-1H-pyrrolo[2,3-b]pyridine